C(C)OC(=O)N1CCC(CC1)F 4-fluoropiperidine-1-carboxylic acid ethyl ester